The molecule is a member of the class of phenols that is phenol which is substituted by a propyl group at position 2. It has a role as a flavouring agent and a plant metabolite. CCCC1=CC=CC=C1O